2-(4-diphenylphosphinoylphenyl)-4,5-diphenyl-1H-imidazole C1(=CC=CC=C1)P(=O)(C1=CC=C(C=C1)C=1NC(=C(N1)C1=CC=CC=C1)C1=CC=CC=C1)C1=CC=CC=C1